4,5-difluoro-2-((trimethylsilyl)ethynyl)benzaldehyde FC1=CC(=C(C=O)C=C1F)C#C[Si](C)(C)C